8-(dimethylamino)-2-(trifluoromethyl)pyrido[2,3-d]Pyridazin-5(6H)-one CN(C1=NNC(C2=C1N=C(C=C2)C(F)(F)F)=O)C